FC1=CC=C(C=C1)C=1C2=CC=C(N2)C(=C2C=CC(C(=C3C=CC(=C(C=4C=CC1N4)C4=CC=C(C=C4)F)N3)C3=CC=C(C=C3)F)=N2)C2=CC=C(C=C2)F 5,10,15,20-tetrakis(4-fluorophenyl)-21H,23H-porphyrin